CN1CCN(CC1)CCCCN 4-methyl-1-piperazinbutylamine